C1CC12CN(CC2)CC(=O)NC=2C=C(C(=NC2)C)NC(=O)C=2C=C1C(=NC2)NC(=C1)C=1C=NN(C1)C N-(5-(2-(5-azaspiro[2.4]heptan-5-yl)acetamido)-2-methylpyridin-3-yl)-2-(1-methyl-1H-pyrazol-4-yl)-1H-pyrrolo[2,3-b]pyridine-5-carboxamide